3-[2-(6-Methyl-2-pyridinyl)ethynyl]-6,8-dihydro-5H-[1,2,4]triazolo[4,3-a]pyrazine-7-carboxylic acid tert-butyl ester C(C)(C)(C)OC(=O)N1CC=2N(CC1)C(=NN2)C#CC2=NC(=CC=C2)C